CON=C1NC2=C(C=C(C=C2C(N1CC=1C=NN(C1)C)=O)S(NC1(CC1)C)(=O)=O)N1CCN(CC1)C(=O)OCC1=CC=CC=C1 benzyl (2R)-4-[2-methoxyimino-6-[(1-methylcyclopropyl)sulfamoyl]-3-[(1-methylpyrazol-4-yl)methyl]-4-oxo-1H-quinazolin-8-yl]piperazine-1-carboxylate